pivaloyl peroxypivalate C(C(C)(C)C)(=O)OOC(C(C)(C)C)=O